C(C)(C)(C)OC([C@@H](NC(C)(C)C)CC1=CC=C(C=C1)O)=O tert-butyl-L-tyrosine tert-butyl ester